C(C)CC(CC(=O)[O-])=O.[O-]CCCC.[O-]CCCC.[O-]CCCC.[Ti+4] titanium tri-n-butoxide mono(ethylacetoacetate)